(S)-N-cyclopropyl-2-((1-(2-((3-(2-((1,5-dimethyl-1H-pyrazol-3-yl)amino)-5-methylpyrimidin-4-yl)-1H-indol-7-yl)amino)-2-oxoethyl)pyrrolidin-3-yl)oxy)oxazole-5-carboxamide C1(CC1)NC(=O)C1=CN=C(O1)O[C@@H]1CN(CC1)CC(=O)NC=1C=CC=C2C(=CNC12)C1=NC(=NC=C1C)NC1=NN(C(=C1)C)C